1-(2-((1S,3aS,3bR,5aR,7S,8aS,8bR,10aS)-7-hydroxy-7-(methoxymethyl)-10a-methylhexadecahydrodicyclopenta[a,f]naphthalen-1-yl)-2-oxoethyl)-1H-pyrazole-4-carbonitrile O[C@]1(C[C@@H]2[C@@H]([C@H]3CC[C@]4([C@H]([C@@H]3CC2)CC[C@@H]4C(CN4N=CC(=C4)C#N)=O)C)C1)COC